NC1=C(N=CC(=N1)N1CCC2(CC1)[C@@H](C=1C(=NC=CC1)C2)N)SC2=CC=NC1=CC=CC=C21 (S)-1'-(6-amino-5-(quinolin-4-ylthio)pyrazin-2-yl)-5,7-dihydrospiro[cyclopenta[b]pyridine-6,4'-piperidin]-5-amine